CO[C@@H]1CO[C@H]2[C@@H]1OC[C@H]2OC2=CC=C(C=C2)C=2N(C(C(=CN2)NC(=O)C2=CN=C(S2)C2=CC=CC=C2)=O)CC(=O)OC methyl 2-(2-(4-(((3R,3aR,6R,6aR)-6-methoxyhexahydrofuro[3,2-b]furan-3-yl)oxy)phenyl)-6-oxo-5-(2-phenylthiazole-5-carboxamido)pyrimidin-1(6H)-yl)acetate